SC(CC(=O)OCC(COC(CC(C)S)=O)(COCC(COC(CC(C)S)=O)(COC(CC(C)S)=O)COC(CC(C)S)=O)COC(CC(C)S)=O)C Dipentaerythritol hexa(3-mercaptobutyrate)